NC1=C(C(=NN1C1CC(C1)(C)O)C1=CC=C2C=CC(=NC2=C1)C1=CC=CC=C1)C(=O)N 5-amino-1-((1s,3s)-3-hydroxy-3-methylcyclobutyl)-3-(2-phenylquinolin-7-yl)-1H-pyrazole-4-carboxamide